CNCCCCO 4-(methylamino)butanol